N-(4'-((2-(1,1-difluoroethyl)pyrimidin-4-yl)amino)-3-fluoro-[2,3'-bipyridin]-6'-yl)acetamide FC(C)(F)C1=NC=CC(=N1)NC1=C(C=NC(=C1)NC(C)=O)C1=NC=CC=C1F